N1(CCCC1)C=1C=C(C=NC1)N1N=NC(=C1)CC=1N=C2N(C=C(C=C2)C=O)C1 2-((1-(5-(pyrrolidin-1-yl)pyridin-3-yl)-1H-1,2,3-triazol-4-yl)methyl)imidazo[1,2-a]pyridine-6-carboxaldehyde